S1(NCCNCC1)(=O)=O 1,2,5-thiadiazepane 1,1-dioxide